C(CN)C(C[C@@H](C(=O)O)N)Cl The molecule is an L-lysine derivative that is L-lysine substituted by a chloro group at position 4. It is a non-proteinogenic alpha-amino acid, an organochlorine compound and a L-lysine derivative. It is a tautomer of a 4-chloro-L-lysine zwitterion.